BrC=1C(=NN(C1C(=O)OCC)C)CC ethyl 4-bromo-3-ethyl-1-methyl-1H-pyrazol-5-carboxylate